FC1=C(C(=C(C=C1)[C@@H]1[C@H](O[C@@](C1)(C(F)(F)F)C)C(=O)NC1=CC(=NC=C1)C(=O)N)OC)C (2S,3R,5S)-4-[[3-(4-Fluoro-2-methoxy-3-methyl-phenyl)-5-methyl-5-(trifluoromethyl)tetrahydrofuran-2-carbonyl]amino]pyridin-2-carboxamid